(2S)-3-[4-(Tertiarybutoxycarbonyl)phenyl]-2-{[(9H-fluoren-9-ylmethoxy)carbonyl]amino}propanoic acid C(C)(C)(C)OC(=O)C1=CC=C(C=C1)C[C@@H](C(=O)O)NC(=O)OCC1C2=CC=CC=C2C=2C=CC=CC12